N-(3-((4-fluorophenyl)sulfonamido)-4-hydroxyphenyl)-2-nitro-4'-(trifluoromethyl)-[1,1'-biphenyl]-4-carboxamide FC1=CC=C(C=C1)S(=O)(=O)NC=1C=C(C=CC1O)NC(=O)C1=CC(=C(C=C1)C1=CC=C(C=C1)C(F)(F)F)[N+](=O)[O-]